(R)-1'-(2-((2-(trifluoromethyl)phenyl)thio)thiazol-5-yl)-3H-spiro[benzofuran-2,4'-piperidin]-3-amine FC(C1=C(C=CC=C1)SC=1SC(=CN1)N1CCC2(CC1)OC1=C([C@H]2N)C=CC=C1)(F)F